3-chloro-1H-indole-6-carboxylate ClC1=CNC2=CC(=CC=C12)C(=O)[O-]